ClC1=C(C=C(C=C1)C1=CC(=NO1)C1=C(C(=NN1C)OS(=O)(=O)C(C(F)(F)F)(C(F)(F)F)F)C(F)(F)F)C(NC1CC1)=O [5-[5-[4-chloro-3-(cyclopropylcarbamoyl)phenyl] isoxazol-3-yl]-1-methyl-4-(trifluoromethyl)pyrazol-3-yl]1,1,1,2,3,3,3-heptafluoropropane-2-sulfonate